(S)-4-(cyclopropylethynyl)-4-(1,1-difluoroethyl)-6-fluoro-7-(hydroxymethyl)-1,4-dihydro-2H-benzo[d][1,3]oxazin-2-one C1(CC1)C#C[C@]1(C2=C(NC(O1)=O)C=C(C(=C2)F)CO)C(C)(F)F